C(C=C)(=O)NC=1C=C2C(=NC1)N(C=C2/C=C/C2C(C2)C(=O)OCC)C Ethyl (E)-2-(2-(5-acrylamido-1-methyl-1H-pyrrolo[2,3-b]pyridin-3-yl)vinyl)cyclopropane-1-carboxylate